tert-Butyl (2-((5-(7'-fluoro-3'-methyl-2'-oxo-2',3'-dihydrospiro[cyclobutane-1,1'-pyrrolo[2,3-c]quinolin]-8'-yl)-3-nitropyridin-2-yl)oxy)ethyl)(isopropyl)carbamate FC=1C(=CC=2C3=C(C=NC2C1)N(C(C31CCC1)=O)C)C=1C=C(C(=NC1)OCCN(C(OC(C)(C)C)=O)C(C)C)[N+](=O)[O-]